Methyl (E)-3-(4-(((tert-butoxycarbonyl)(2-(4'-chloro-[1,1'-biphenyl]-4-yl)cyclopropyl)amino)methyl)phenyl)acrylate C(C)(C)(C)OC(=O)N(C1C(C1)C1=CC=C(C=C1)C1=CC=C(C=C1)Cl)CC1=CC=C(C=C1)/C=C/C(=O)OC